BrCCOC1=C(C=C(C=C1)Cl)C=1C=2N(N=CC1)C(=CC2)C(=O)OC methyl 4-[2-(2-bromanylethoxy)-5-chloranyl-phenyl]pyrrolo[1,2-b]pyridazine-7-carboxylate